N-{4-[2-(2-chloro-3-fluorophenyl)acetamido]pyridin-2-yl}-N-(3-cyano-5-fluorophenyl)acetamide ClC1=C(C=CC=C1F)CC(=O)NC1=CC(=NC=C1)N(C(C)=O)C1=CC(=CC(=C1)F)C#N